S1CCCC2=NC=C(C=C12)NC1=NC(=NC=C1)NC1=CC=C(C=C1)OC1CC(C1)N(C)C 4-(3,4-dihydro-2H-1-thia-5-azanaphth-7-ylamino)-2-{p-[(1r,3r)-3-(dimethylamino)cyclobutoxy]phenylamino}pyrimidine